C(CCCCCCCCCCCCCCCCC)(=O)OCCO ethylene glycol mono-stearate